COCC1=CC=C(C=C1)OC2=CC=C(C=C2)COC 4,4'-oxybis[(methoxymethyl)benzene]